FC=1C=C2C(NN=C(C2=CC1F)C(C)N(C(C1=CC=C(C=C1)C(F)(F)F)=O)C)=O N-(1-(6,7-Difluoro-4-oxo-3,4-dihydrophthalazin-1-yl)ethyl)-N-methyl-4-(trifluoromethyl)benzamide